ONC(=N)C1=CC=C(C=C1)CN(C(=O)C1CC1)OC N-[[4-(N-hydroxycarbamimidoyl)phenyl]methyl]-N-methoxycyclopropanecarboxamide